FC=1C=C2C(=C(NC2=C(C1)F)C1=CC=C(C=C1)C)C=O 5,7-DIFLUORO-2-(4-METHYLPHENYL)-1H-INDOLE-3-CARBOXALDEHYDE